trans-4-(trifluoromethyl)cyclohexane-1-carboxylic acid FC([C@@H]1CC[C@H](CC1)C(=O)O)(F)F